(3-fluorooxetan-3-yl)methane FC1(COC1)C